C(C)OC(C[C@@H](C=1C=NC(=CC1)OC)N1C(C=2N(CC1)C=C(C2)Br)=O)=O.COC(C)C2=NC=CC=C2 2-(1-methoxyethyl)pyridine Ethyl-(S)-3-(7-bromo-1-oxo-3,4-dihydropyrrolo[1,2-a]pyrazin-2(1H)-yl)-3-(6-methoxypyridin-3-yl)propanoate